C(=C)C1=CC=C(C=C1)[Si](O[SiH](C)C)(O[SiH](C)C)O[SiH](C)C 4-vinylphenyl-tris(dimethylsilyloxy)silane